FC1=C(C=CC(=C1)F)C1=NOC(=C1)[C@@H]([C@@](CN1N=NN=C1)(O)C1=C(C=C(C=C1)F)F)C (2r,3r)-3-(3-(2,4-difluorophenyl)isoxazol-5-yl)-2-(2,4-difluorophenyl)-1-(1H-tetrazol-1-yl)butan-2-ol